N[C@H]1C2N(CC1CC2)C(=O)C=2C=C(C=1N(C2)N=C(C1C)C=1N(C2=CC(=CC=C2C1)Br)CC1CC1)OC ((7R)-7-amino-2-azabicyclo[2.2.1]hept-2-yl)(2-(6-bromo-1-(cyclopropylmethyl)-1H-indol-2-yl)-4-methoxy-3-methylpyrazolo[1,5-a]pyridin-6-yl)methanone